ClC1=C(C=CC(=C1)Cl)C1=NC2=C(N1)C=CC(=C2)N 2-(2,4-dichlorophenyl)-1H-benzo[d]imidazol-5-amine